OC1(C(C2=CC=CC=C2C=C1)C(=O)O)C(=O)O 2-hydroxynaphthalenedicarboxylic acid